ClC=1C=C(C=C2C(N(C=NC12)CCCOC1=C(OC2=CC(=CC(=C2C1=O)OC)OC)C1=CC(=C(C(=C1)OC)OC)OC)=O)C 8-chloro-3-(3-((5,7-dimethoxy-4-oxo-2-(3,4,5-trimethoxyphenyl)-4H-chromen-3-yl)oxy)propyl)-6-methylquinazolin-4(3H)-one